2-(3-(2-(2-aminoethoxy)ethoxy)propan-amido)-N-(5-fluoropyridin-2-yl)benzamide NCCOCCOCCC(=O)NC1=C(C(=O)NC2=NC=C(C=C2)F)C=CC=C1